Cl.O=C1NC(CCC1NC(=O)C1=CC=C(C=2N(C(=NC21)C)CC(=O)O)F)=O 2-{4-[(2,6-dioxopiperidin-3-yl)carbamoyl]-7-fluoro-2-methyl-1H-1,3-benzodiazol-1-yl}acetic acid hydrochloride